O1COC2=C1C=CC(=C2)[C@H]2[C@](C[C@@H]1N2C([C@H](N(C1=O)C)C)=O)(C#N)COC |r| rac-(3r,6s,7r,8as)-6-(benzo[d][1,3]dioxol-5-yl)-7-(methoxymethyl)-2,3-dimethyl-1,4-dioxo-octahydropyrrolo[1,2-a]pyrazine-7-carbonitrile